1,4-dimethoxy-2-(methoxymethyl)benzene COC1=C(C=C(C=C1)OC)COC